C1N(CCC12CNCC2)C2=NC=NC=C2OC2=C(C=C(C=C2)F)C2=C(C=CC=C2)C(C)=O (2'-((4-(2,7-diazaspiro[4.4]non-2-yl)pyrimidin-5-yl)oxy)-5'-fluoro-[1,1'-biphenyl]-2-yl)ethanone